tert-butyl 4-(1-(4-amino-2-methoxyphenyl)piperidin-4-yl)piperazine-1-carboxylate NC1=CC(=C(C=C1)N1CCC(CC1)N1CCN(CC1)C(=O)OC(C)(C)C)OC